tert-butyl N-[(1R)-1-[(4aR,8aS)-3,4,4a,5,6,7,8,8a-octahydro-2H-quinoline-1-carbonyl]-5-(1,3-dioxoisoindolin-2-yl)pentyl]carbamate N1(CCC[C@H]2CCCC[C@H]12)C(=O)[C@@H](CCCCN1C(C2=CC=CC=C2C1=O)=O)NC(OC(C)(C)C)=O